phthalimido Phosphoramidite P(ON1C(C=2C(C1=O)=CC=CC2)=O)([O-])N